FC1=CC=C(C=C1)[C@H](C)N=C=O (S)-1-fluoro-4-(1-isocyanatoethyl)benzene